C(#N)C1=CC=C(C(=O)NC2=C(C=CC=C2)C(F)(F)F)C=C1 4-cyano-N-(2-(trifluoromethyl)phenyl)benzamide